4-methylenehexahydrocyclopropa[b]pyrrolizine C=C1CN2C3C(CC2C1)C3